3,4-dibenzyloxy-5-((benzyloxy)methyl)tetrahydrofuran-2-carbonitrile C(C1=CC=CC=C1)OC1C(OC(C1OCC1=CC=CC=C1)COCC1=CC=CC=C1)C#N